6,7-Difluoro-8-(6-fluoro-1-methyl-1H-indol-4-yl)-1,4,4,9-tetramethyl-5H-[1,2,4]triazolo[4,3-a]quinoxaline FC1=C2NC(C=3N(C2=C(C(=C1F)C1=C2C=CN(C2=CC(=C1)F)C)C)C(=NN3)C)(C)C